2-[(5R)-3-bromo-4,5-dihydroisoxazol-5-yl]-5-methyl-N-[3-(trifluoromethyl)phenyl]pyridin-4-amine BrC1=NO[C@H](C1)C1=NC=C(C(=C1)NC1=CC(=CC=C1)C(F)(F)F)C